C12CN(CC2C1)S(=O)(=O)NC(=O)C1=C(C(=C(C(=O)O)C=C1)F)OCC 4-(((3-azabicyclo[3.1.0]hexan-3-yl)sulfonyl)carbamoyl)-3-ethoxy-2-fluorobenzoic acid